Cl.CO[C@@H]1C[C@H](CCC1)N trans-3-methoxycyclohexanamine hydrochloride